C(C)(C)C1=C(NC2=CC=C(C=C12)C1CCN(CC1)C(CNCCOC)=O)C=1C=C(C=2N(C1)N=CN2)C 1-(4-(3-isopropyl-2-(8-methyl-[1,2,4]triazolo[1,5-a]pyridin-6-yl)-1H-indol-5-yl)piperidin-1-yl)-2-((2-methoxyethyl)amino)ethan-1-one